(S)-3-(5-(4-((1-(4-((1S,2R,3S)-6-hydroxy-3-methyl-2-phenyl-1,2,3,4-tetrahydronaphthalen-1-yl)phenyl)piperidin-4-yl)methyl)piperazin-1-yl)-1-oxoisoindolin-2-yl)piperidine-2,6-dione OC=1C=C2C[C@@H]([C@H]([C@H](C2=CC1)C1=CC=C(C=C1)N1CCC(CC1)CN1CCN(CC1)C=1C=C2CN(C(C2=CC1)=O)[C@@H]1C(NC(CC1)=O)=O)C1=CC=CC=C1)C